BrC1=C(C(=CC=C1)C(C)(F)F)F 1-bromo-3-(1,1-difluoroethyl)-2-fluorobenzene